CN1[C@@H](CCC1)[C@H](C)O (1S)-1-[(2S)-1-methylpyrrolidin-2-yl]-ethan-1-ol